6-{4-[(6-methoxypyridin-3-yl)oxy]piperidin-1-yl}-5-methylpyridazine-3-carboxamide COC1=CC=C(C=N1)OC1CCN(CC1)C1=C(C=C(N=N1)C(=O)N)C